5-fluoro-N2-(1-((trans)-3-fluoro-1-propylpiperidin-4-yl)-1H-pyrazol-4-yl)-N4-methylpyrimidine-2,4-diamine FC=1C(=NC(=NC1)NC=1C=NN(C1)[C@H]1[C@@H](CN(CC1)CCC)F)NC